C(C)(C)(C)OC(=O)N1CC2N(CC1)C(CNC2)=O 6-oxo-octahydro-2H-pyrazino[1,2-a]pyrazine-2-carboxylic acid tert-butyl ester